1-(tert-butyl)-3-((2R)-2-methyl-3-oxo-4-(1-(6-(trifluoromethyl)pyrazin-2-yl)ethyl)-3,4-dihydro-2H-benzo[b][1,4]oxazin-7-yl)urea C(C)(C)(C)NC(=O)NC=1C=CC2=C(O[C@@H](C(N2C(C)C2=NC(=CN=C2)C(F)(F)F)=O)C)C1